3-Methyl-4-iso-butylphenol CC=1C=C(C=CC1CC(C)C)O